(R)-(2-(7-(2-(4-Amino-1H-pyrazol-1-yl)ethoxy)-1-(cyclopropylmethyl)-1H-indol-2-yl)-4-methoxy-3-methylpyrazolo[1,5-a]pyridin-6-yl)(3-aminopiperidin-1-yl)methanone NC=1C=NN(C1)CCOC=1C=CC=C2C=C(N(C12)CC1CC1)C1=NN2C(C(=CC(=C2)C(=O)N2C[C@@H](CCC2)N)OC)=C1C